(R)-tert-butyl (5-(1H-pyrazol-1-yl)isochroman-1-yl)methyl(methyl)carbamate N1(N=CC=C1)C1=C2CCO[C@H](C2=CC=C1)CN(C(OC(C)(C)C)=O)C